(S)-1-(2-(benzo[c][1,2,5]oxadiazol-5-ylmethoxy)-4-((2-chloro-[1,1'-biphenyl]-3-yl)methoxy)-5-nitrobenzyl)piperidine-2-carboxylic acid N=1ON=C2C1C=CC(=C2)COC2=C(CN1[C@@H](CCCC1)C(=O)O)C=C(C(=C2)OCC=2C(=C(C=CC2)C2=CC=CC=C2)Cl)[N+](=O)[O-]